C(CCC)C1C(=O)OCC1 butyl-butyrolactone